ClC=1C=CC(=C(C1)C1=C2C(=NC(=C1)C)C(=CS2)C(=O)O)OCCN2C(=NC1=CC=C(C(=C1C2=O)C#N)CCN(C)C)C 7-(5-chloro-2-(2-(5-cyano-6-(2-(dimethylamino)ethyl)-2-methyl-4-oxoquinazolin-3(4H)-yl)ethoxy)phenyl)-5-methylthieno[3,2-b]pyridine-3-carboxylic acid